ClC1=CC=C(C=C1)NC(N(C)C)=O 3-(4-chlorophenyl)-1,1-dimethyl-urea